N=1C=NN2C1C=C(C=C2)OC2=C(C=C(C=C2)NC2=NC=NC1=CC=C(C=C21)O[C@H]2CN(CC2)C(C=C)=O)C (R)-1-(3-((4-((4-([1,2,4]triazolo[1,5-a]pyridin-7-yloxy)-3-methylphenyl)amino)quinazolin-6-yl)oxy)pyrrolidin-1-yl)prop-2-en-1-one